1-(cyanomethyl)-1H-pyrazol C(#N)CN1N=CC=C1